3,5-Heptandion CCC(CC(CC)=O)=O